O=C1C(C2(CCN(C2)C(=O)OC(C)(C)C)CC1)C(=O)OC 2-(tert-butyl) 6-methyl 7-oxo-2-azaspiro[4.4]nonane-2,6-dicarboxylate